tert-butyl 2-(2-isopropylphenyl)piperidine-1-carboxylate C(C)(C)C1=C(C=CC=C1)C1N(CCCC1)C(=O)OC(C)(C)C